3-(Methoxycarbonyl)-[1,1'-biphenyl]-2-carboxylic acid COC(=O)C1=C(C(=CC=C1)C1=CC=CC=C1)C(=O)O